C(C1=CC=CC=C1)N(CCO)CCN(CC)CC 2-(benzyl-(2-(diethylamino)ethyl)amino)-1-ethanol